5-{(rac)-r-[(1H-imidazol-2-yl)methyl]-6,7-dihydrospiro[pyrazolo[5,1-c][1,4]oxazine-4,3'-pyrrolidin]-2-yl}-3-(trifluoromethyl)pyridin-2-amine N1C(=NC=C1)CN1C[C@@]2(CC1)OCCN1C2=CC(=N1)C=1C=C(C(=NC1)N)C(F)(F)F |r|